C(CC)NNC(=O)C1=CC=C(CNC(CCCCCCNC(\C=C\C=2C=NC=CC2)=O)=O)C=C1 (E)-N-(4-(2-propylhydrazine-1-carbonyl)benzyl)-7-(3-(pyridin-3-yl)acrylamido)heptanamide